(S or R)-4-((4-(2-fluoroethoxy)phenyl)(phenyl)methyl)piperidine FCCOC1=CC=C(C=C1)[C@@H](C1CCNCC1)C1=CC=CC=C1 |o1:10|